tert-butyl (S)-4-(((2-amino-4,5,6,7-tetrahydrobenzo[d]thiazol-6-yl)(propyl)amino)methyl)piperidine-1-carboxylate NC=1SC2=C(N1)CC[C@@H](C2)N(CCC)CC2CCN(CC2)C(=O)OC(C)(C)C